9-ethyl-7-fluoro-1,4,4-trimethyl-8-(1-methylsulfonyl-1H-indazol-4-yl)-5H-[1,2,4]triazolo[4,3-a]quinoxaline C(C)C=1C(=C(C=C2NC(C=3N(C12)C(=NN3)C)(C)C)F)C3=C1C=NN(C1=CC=C3)S(=O)(=O)C